4,4'-methylenebis(N,N-dicyclohexylaniline) C(C1=CC=C(N(C2CCCCC2)C2CCCCC2)C=C1)C1=CC=C(N(C2CCCCC2)C2CCCCC2)C=C1